NC1=CC=C(OC2=C(C=CC=C2)C(=O)O)C=C1 2-(4-aminophenoxy)benzenecarboxylic acid